ClC1=C(C=CC=C1)C=1N(C2=NC(=NC(=C2N1)N1CCC(CC1)C(F)(F)F)OCC(C)(O)C)C1=CC=C(C=C1)Cl 1-[8-(2-chlorophenyl)-9-(4-chlorophenyl)-6-[4-(trifluoromethyl)-1-piperidinyl]purin-2-yl]oxy-2-methyl-propan-2-ol